1-(((5s,7s)-3-(4,6-dimethoxypyridin-3-yl)-7-methyl-2-oxo-1-oxa-3-azaspiro[4.5]decan-7-yl)methyl)-1H-benzo[d]imidazole-6-carbonitrile COC1=C(C=NC(=C1)OC)N1C(O[C@]2(C1)C[C@@](CCC2)(C)CN2C=NC1=C2C=C(C=C1)C#N)=O